N1C=CC2=CC=C(C=C12)C1=C(C(=O)O)C=CC=C1C#CC1=CC=C(C=C1)CC(NC=1C=NC=CC1)=O 2-(1H-indol-6-yl)-3-((4-(2-oxo-2-(pyridin-3-ylamino)ethyl)phenyl)ethynyl)benzoic acid